CC(CCNC(=O)C=1N=C(SC1)N(S(=O)(=O)C)C)(C)C N-(3,3-dimethylbutyl)-2-(N,S-dimethylsulfonamido)thiazole-4-carboxamide